tert-butyl N-(5-bromo-2-pyridyl)-N-tert-butoxycarbonyl-carbamate BrC=1C=CC(=NC1)N(C(OC(C)(C)C)=O)C(=O)OC(C)(C)C